NC1=CC(=NC(=C1C#N)C=1SC=CN1)C1=NC(=NC=C1)N1C[C@@H](CC1)O (R)-4-amino-6-(2-(3-hydroxypyrrolidin-1-yl)pyrimidin-4-yl)-2-(thiazol-2-yl)nicotinonitrile